1,1-bis(4-hydroxy-3,5-dimethylphenyl)cyclopentane OC1=C(C=C(C=C1C)C1(CCCC1)C1=CC(=C(C(=C1)C)O)C)C